1-Naphthyl-diphenylsulfonium triflate [O-]S(=O)(=O)C(F)(F)F.C1(=CC=CC2=CC=CC=C12)[S+](C1=CC=CC=C1)C1=CC=CC=C1